C(#N)C=1C(=C2C(C(=C(C(C2=CC1)=O)C#N)C#N)=O)C#N Tetracyanonaphthoquinone